2-furanylmethyl carbamate C(N)(OCC=1OC=CC1)=O